3-(2-Chloro-5-fluorophenyl)-2-[(4-methoxyphenyl)methyl]-1,7-dioxo-1,2,3,6-tetrahydropyrrolo[4,3-f]quinoline-4-carboxylic acid ClC1=C(C=C(C=C1)F)C1N(C(C=2C=3C=CC(NC3C=C(C21)C(=O)O)=O)=O)CC2=CC=C(C=C2)OC